N[C@]1(CN(C[C@@H]1CCCB(O)O)CC=1C=NC=CC1)C(=O)O (3R,4S)-3-amino-4-(3-boronopropyl)-1-(pyridin-3-ylmethyl)pyrrolidine-3-carboxylic acid